C(C)(C)(C)OC(=O)[C@]1(C[C@H](NCC1)C)CC1=NC(=C(C(=C1)CC)F)NC1=NN(C(=C1)C)C(C)(C)C tert-butyl-(2R,4R)-4-((6-((1-(tert-butyl)-5-methyl-1H-pyrazol-3-yl) amino)-4-ethyl-5-fluoropyridin-2-yl) methyl)-2-methylpiperidine-4-carboxylate